5-bromo-2-(bromodifluoromethyl)-2H-pyrazolo[3,4-b]pyridine BrC1=CC=2C(N=C1)=NN(C2)C(F)(F)Br